CS(=O)(=O)C(C(=O)O)O 2-(Methylsulfonyl)-hydroxyacetic acid